rel-(3R)-N-(6-(2-chloro-5-fluorophenyl)-2-methyl-8-oxo-2,6,7,8-tetrahydropyrrolo[3,4-g]indazol-5-yl)-5-fluoro-3-hydroxy-3-(trifluoromethyl)indoline-1-carboxamide ClC1=C(C=C(C=C1)F)C1NC(C2=C1C(=CC1=CN(N=C21)C)NC(=O)N2C[C@](C1=CC(=CC=C21)F)(C(F)(F)F)O)=O |o1:26|